O=S1(N(CC(N1)=O)C=1C(=C(C=CC1O)C#CC1[C@@H]2CN(C[C@H]12)S(=O)(=O)N)F)=O (1R,5S,6S)-6-((3-(1,1-dioxido-4-oxo-1,2,5-thiadiazolidin-2-yl)-2-fluoro-4-hydroxyphenyl)ethynyl)-3-azabicyclo[3.1.0]hexane-3-sulfonamide